tert-butyl 5-(2-(tosyloxy)ethoxy)pentanoate S(=O)(=O)(C1=CC=C(C)C=C1)OCCOCCCCC(=O)OC(C)(C)C